FCS(=O)(=O)C1=COC2=C1C=C(C=C2)C(=O)N 3-(fluoromethylsulfonyl)benzofuran-5-carboxamide